BrC=1C=C2C(NC=NC2=C(C1)OC)=O 6-bromo-8-methoxyquinazolin-4(3H)-one